ClC1=C(CNC(OC(C)(C)C)=O)C=CC(=C1)CN1C(NC2=C1C=CC=C2)=O tert-butyl (2-chloro-4-((2-oxo-2,3-dihydro-1H-benzo[d]imidazol-1-yl)methyl)benzyl)carbamate